(S)-N-(3,5-Dimethoxyphenyl)-N-(1-(2,4-dimethylbenzyl)-2-oxopyrrolidin-3-yl)-2-ethynylthiazole-4-carboxamide COC=1C=C(C=C(C1)OC)N(C(=O)C=1N=C(SC1)C#C)[C@@H]1C(N(CC1)CC1=C(C=C(C=C1)C)C)=O